[I-].C(C)[N+]1=C(C(C2=CC=CC=C12)(C)C)C 1-ethyl-2,3,3-trimethyl-3H-indol-1-ium iodide